4-METHOXY-QUINOLINE-2-BORONIC ACID COC1=CC(=NC2=CC=CC=C12)B(O)O